tetraammonia dichloride [Cl-].[Cl-].N.N.N.N